tert-butyl (S)-4-(2-(4-cyano-2-fluorophenyl)-2-methylbenzo[d][1,3]dioxol-4-yl)piperidine-1-carboxylate C(#N)C1=CC(=C(C=C1)[C@@]1(OC2=C(O1)C=CC=C2C2CCN(CC2)C(=O)OC(C)(C)C)C)F